2-[4-amino-6-([5-(3-chlorophenyl)-1,3-oxazol-2-yl]methylsulfanyl)-1,3,5-triazin-2-yl]aminoethan-1-ol NC1=NC(=NC(=N1)SCC=1OC(=CN1)C1=CC(=CC=C1)Cl)NCCO